4'-nitro-2,2'-bis(trifluoromethyl)[1,1'-biphenyl]-4-amine [N+](=O)([O-])C1=CC(=C(C=C1)C1=C(C=C(C=C1)N)C(F)(F)F)C(F)(F)F